5-(4-((R)-1-(2-oxa-6-azaspiro[3.3]hept-6-yl)ethyl)-2-chlorophenyl)-2-amino-N-((1R,4R)-4-hydroxycyclohexyl)nicotinamide 2,3-Dimethoxyphenyl-benzenesulfonate COC1=C(C=CC=C1OC)OS(=O)(=O)C1=CC=CC=C1.C1OCC12CN(C2)[C@H](C)C2=CC(=C(C=C2)C=2C=NC(=C(C(=O)NC1CCC(CC1)O)C2)N)Cl